C1(CC1)C1=C(N)C=C(C=C1)C 2-cyclopropyl-5-methylaniline